C(N)(=O)C=1N(C2=CC(=CC=C2C1)OC(F)(F)F)C=1C=C(C=CC1)C1(CC1)CC(=O)O 2-(1-(3-(2-carbamoyl-6-(trifluoromethoxy)-1H-indol-1-yl)phenyl)cyclopropyl)acetic acid